4-((2S)-2-(butoxymethyl)-4-(4-(trifluoromethyl)phenyl)pyrrolidin-1-yl)-N-(4-(ethylsulfonyl)benzyl)benzamide C(CCC)OC[C@H]1N(CC(C1)C1=CC=C(C=C1)C(F)(F)F)C1=CC=C(C(=O)NCC2=CC=C(C=C2)S(=O)(=O)CC)C=C1